methyl 2-[(1s,4r,5r)-5-[[5-cyclopropyl-3-(2,6-dichlorophenyl)-1,2-oxazol-4-yl] methoxy]-3-oxo-2-azabicyclo[2.2.1]heptan-2-yl]-4-ethyl-1,3-benzothiazole-6-carboxylate C1(CC1)C1=C(C(=NO1)C1=C(C=CC=C1Cl)Cl)CO[C@H]1[C@@H]2C(N([C@H](C1)C2)C=2SC1=C(N2)C(=CC(=C1)C(=O)OC)CC)=O